C(C=C)OCC(CS(=O)(=O)O)O allyloxy-2-hydroxypropane-3-sulfonic acid